[N+](=O)([O-])C1=CC=C(C=C1)N1CCC(CC1)N1CC2(C1)CNC2 2-(1-(4-nitrophenyl)piperidin-4-yl)-2,6-diazaspiro[3.3]heptane